4-(5-ethoxy-6-methoxybenzo[b]selenophen-2-yl)-2-methyl-4-oxo-butanoic acid C(C)OC1=CC2=C([Se]C(=C2)C(CC(C(=O)O)C)=O)C=C1OC